tert-butyl 1-[3-[3-[4-(cyclopropylcarbamoyl)-3-(difluoromethoxy)-5-methoxy-phenyl]imidazo[1,2-a]pyridin-7-yl]oxy-2-hydroxy-propyl]azetidine-3-carboxylate C1(CC1)NC(=O)C1=C(C=C(C=C1OC)C1=CN=C2N1C=CC(=C2)OCC(CN2CC(C2)C(=O)OC(C)(C)C)O)OC(F)F